iridium ferrocenylphosphine [C-]1(C=CC=C1)P.[CH-]1C=CC=C1.[Fe+2].[Ir]